FC(C=1C=C(C(=O)N[C@@H](C)C2=NC(=NN2C2=NC=C(C(=O)N(C)CC)C=C2)N(C)C)C=C(C1)C(F)(F)F)(F)F 6-[5-{(1S)-1-[3,5-bis(trifluoromethyl)benzoylamino]ethyl}-3-(dimethylamino)-1H-1,2,4-triazol-1-yl]-N-ethyl-N-methylnicotinamide